hydroxy(5-(1-(methoxyimino)ethyl)-2,4,6-trioxohexahydropyrimidin-5-yl)carbamic acid methyl ester COC(N(C1(C(NC(NC1=O)=O)=O)C(C)=NOC)O)=O